(5RS,6RS)-6-hydroxy-2,2,7,7-tetramethyl-5-(1H-1,2,4-triazol-1-yl)-3-octanone O[C@@H]([C@@H](CC(C(C)(C)C)=O)N1N=CN=C1)C(C)(C)C |r|